1,3-bis(ethylaminocarbonyl)-2-methyl-2-thioisourea C(C)NC(=O)NC(SC)=NC(=O)NCC